triethylmethyl mercaptan C(C)C(CC)(CC)S